N-(4-Benzamido-5-chloro-2-fluorophenyl)-3-oxo-3,5,6,7,8,9-hexahydro-2H-6,9-epiminocyclohepta[c]pyridazine-10-carboxamide C(C1=CC=CC=C1)(=O)NC1=CC(=C(C=C1Cl)NC(=O)N1C2CC=3C(=NNC(C3)=O)C1CC2)F